C(C)OC1=CC=C(C=N1)C1=C(N=CC(=N1)C(=O)N/N=C/C=1C(=NC=C(C1)OC)F)O (E)-6-(6-ethoxypyridin-3-yl)-N'-((2-fluoro-5-methoxypyridin-3-yl)methylene)-5-hydroxypyrazine-2-carbohydrazide